N-(5-(5-(difluoromethyl)-1,3,4-oxadiazol-2-yl)pyrimidin-2-yl)-4-(4-morpholinophenyl)-1H-benzo[d]imidazol-6-amine FC(C1=NN=C(O1)C=1C=NC(=NC1)NC=1C=C(C2=C(NC=N2)C1)C1=CC=C(C=C1)N1CCOCC1)F